C(#N)N1[C@H](C[C@H](C1)OC)C(=O)N(C1=CC=C(C=C1)S(F)(F)(F)(F)F)C(C(=O)N1CC(N(CC1)C)=O)C=1C=NC=CC1 (2R,4R)-1-cyano-4-methoxy-N-[2-(4-methyl-3-oxo-piperazin-1-yl)-2-oxo-1-(3-pyridyl)ethyl]-N-[4-(pentafluoro-λ6-sulfanyl)phenyl]pyrrolidine-2-carboxamide